5-{2-[4-(1,2-Benzisothiazol-3-yl)piperazin-1-yl]ethyl}-5,6,7,8-tetrahydroimidazo[4,5-c]azepin-4(3H)-one S1N=C(C2=C1C=CC=C2)N2CCN(CC2)CCN2C(C1=C(CCC2)N=CN1)=O